NC1=C(C=CC=C1)NC=1C2=C(N=C(N1)NC1=CC=C(C=C1)N1CCN(CC1)C)SC=C2 N4-(2-aminophenyl)-N2-(4-(4-methylpiperazin-1-yl)phenyl)thieno[2,3-d]pyrimidine-2,4-diamine